3-fluoro-N-methyl-5-(6-(((3aR,5s,6aS)-2-(((R)-tetrahydro-2H-pyran-3-yl)methyl-d2)octahydrocyclopenta[c]pyrrol-5-yl)amino)pyridazin-3-yl)benzamide FC=1C=C(C(=O)NC)C=C(C1)C=1N=NC(=CC1)NC1C[C@@H]2[C@@H](CN(C2)C([2H])([2H])[C@@H]2COCCC2)C1